BrC1=CC=CC(=N1)CC=O 2-(6-bromo-2-pyridyl)acetaldehyde